N1=NC=C(C=C1)N1N=CC(=N1)NC(OC(C)(C)C)=O tert-butyl (2-(pyridazin-4-yl)-2H-1,2,3-triazol-4-yl)carbamate